4'-(4'-(2,2-bis(4-methoxyphenyl)-1-phenylvinyl)-[1,1'-biphenyl]-4-yl)-2,2':6',2''-terpyridine COC1=CC=C(C=C1)C(=C(C1=CC=CC=C1)C1=CC=C(C=C1)C1=CC=C(C=C1)C1=CC(=NC(=C1)C1=NC=CC=C1)C1=NC=CC=C1)C1=CC=C(C=C1)OC